S(=O)(=O)(C1=CC=C(C=C1)C#C)C1=CC=C(C=C1)C#C 1,1'-sulfonylbis(4-ethynylbenzene)